C(#N)C(CCC(=O)O)(C)SC(=S)C1=CC=CC=C1 4-cyano-4-((phenylthioformyl)thio)pentanoic acid